F[C@H]1C[C@H](N(C1)C(CN1CCC(CC1)NC=1C=NC2=CC=C(C=C2C1)F)=O)C#N (2S,4S)-4-fluoro-1-[2-[4-[(6-fluoro-3-quinolinyl)amino]-1-piperidinyl]acetyl]pyrrolidine-2-carbonitrile